N1OC=C2C1=CN=C2 pyrrolo[3,4-c]isoxazole